COC(CCN(C)C(=O)OC)=O 3-(methoxycarbonyl-methyl-amino)-propionic acid methyl ester